morpholine-4-carboxamide Methyl-4-((N-(3-fluorophenyl)morpholine-4-carboxamido)methyl)benzoate COC(C1=CC=C(C=C1)CN(C(=O)N1CCOCC1)C1=CC(=CC=C1)F)=O.N1(CCOCC1)C(=O)N